tert-butyl (S)-(1-(3-methyl-5-(4-(1-((tetrahydro-2H-pyran-4-yl)methyl)piperidin-4-yl)phenyl)thiophene-2-carbonyl)pyrrolidin-3-yl)carbamate CC1=C(SC(=C1)C1=CC=C(C=C1)C1CCN(CC1)CC1CCOCC1)C(=O)N1C[C@H](CC1)NC(OC(C)(C)C)=O